OC=C(C(=O)NC1=CC=CC=C1)C (Hydroxy)methacrylanilide